(5E)-6-(4-butoxyphenyl)-5-hexen-1-ol C(CCC)OC1=CC=C(C=C1)/C=C/CCCCO